O=C(C[C@@H]1CC[C@H](O1)COC1=C(C(NN=C1)=O)C(F)(F)F)N1CCN(CC1)C1=NC=C(C=N1)C(F)(F)F 5-(((2S,5S)-5-(2-oxo-2-(4-(5-(trifluoromethyl)pyrimidin-2-yl)piperazin-1-yl)ethyl)-tetrahydrofuran-2-yl)methoxy)-4-(trifluoromethyl)pyridazin-3(2H)-one